(S)-9-((3,5-Difluorophenyl)sulfonyl)-2-(tetrahydro-2H-pyran-4-yl)-6-oxa-2,9-diazaspiro[4.5]decane FC=1C=C(C=C(C1)F)S(=O)(=O)N1CCO[C@]2(CCN(C2)C2CCOCC2)C1